5-bromo-2-chloro-N-methyl-7-tosyl-7H-pyrrolo[2,3-d]pyrimidin-4-amine BrC1=CN(C=2N=C(N=C(C21)NC)Cl)S(=O)(=O)C2=CC=C(C)C=C2